ClC1=CC=C(CC=2C(=NC=C(C2)NC2CCOCC2)NC2=CC=C(C=C2)OC)C=C1 3-(4-chlorobenzyl)-2-((4-methoxyphenyl)amino)-5-((tetrahydro-2H-pyran-4-yl)amino)pyridin